β-phenyllactic acid C1(=CC=CC=C1)CC(C(=O)O)O